C[C@@H](C(=O)NC=1C(=NC=CC1)C1=CC=NC=C1)C=C 3-((R)-2-methylbut-3-eneamido)-[2,4'-bipyridine]